2-(5-(3-(methylamino)propyl)-1,3,4-oxadiazol-2-yl)-N-(4-(trifluoromethyl)phenyl)aniline CNCCCC1=NN=C(O1)C1=C(NC2=CC=C(C=C2)C(F)(F)F)C=CC=C1